butyl 4-((5-(dimethylamino)thiophen-2-yl)methylene)-5-oxo-4,5-dihydroisoxazole-3-carboxylate CN(C1=CC=C(S1)C=C1C(=NOC1=O)C(=O)OCCCC)C